C(C)C(CO)(CO)CBr 2-ethyl-2-(bromomethyl)-1,3-propanediol